C(C=CC1=CC=CC=C1)C1=C(C(N(C1C1=CC(=C(C=C1)O)OC)C1=CC=C(C=C1)I)=O)O 4-cinnamyl-3-hydroxy-5-(4-hydroxy-3-methoxyphenyl)-1-(4-iodophenyl)-1H-pyrrol-2(5H)-one